NC=1N=CC(=NC1C)C(=O)OC methyl 5-amino-6-methyl-pyrazine-2-carboxylate